4'-(2,4,8,10-tetraoxaspiro[5.5]undecane-3,9-diylbis-2,1-ethanediyl)bis[phenol] C1OC(OCC12COC(OC2)CCC2=C(C=CC=C2)O)CCC2=C(C=CC=C2)O